O1CC(C2=C1C=CC=C2)CC(=O)O (2,3-Dihydrobenzofuran-3-yl)acetic acid